N1(CCOCC1)C=1OC2=C(C=CC=C2C(C1)=O)C1=CC=CC=C1 2-Morpholin-4-yl-8-phenylchromen-4-one